[N+](=O)([O-])[O-].[NH4+].[Ce].[Ce] dicerium ammonium nitrate